NC(C(=O)O)(CCCCB(O)O)CCOC1=CC(=CC=C1)N 2-amino-2-(2-(3-aminophenoxy)ethyl)-6-boronohexanoic acid